5-ethyl-6-fluoro-1,9-dihydro-4H-benzo[f]indazol-4-one C(C)C1=C(C=CC2=C1C(C=1C=NNC1C2)=O)F